(R)-N-(4-((3-((1-hydroxy-prop-2-yl)amino)-1H-pyrazolo[3,4-b]pyridin-4-yl)oxy)phenyl)-2-oxo-1-phenyl-2,4,5,6-tetrahydro-1H-pyrrolo[1,2-b]pyrazole-3-carboxamide OC[C@@H](C)NC1=NNC2=NC=CC(=C21)OC2=CC=C(C=C2)NC(=O)C2=C1N(N(C2=O)C2=CC=CC=C2)CCC1